NC=1N=C2N(C=C(C=C2)C2=C(C(=CC=C2)F)C)C1C(C)=O 1-(2-amino-6-(3-fluoro-2-methylphenyl)imidazo[1,2-a]pyridin-3-yl)ethan-1-one